4-(4-nitrophenyl)-1,3-dioxolane [N+](=O)([O-])C1=CC=C(C=C1)C1OCOC1